S(=O)(=O)(O)OC=1C=C(C=CC1)CC(=O)O 2-[3-(sulfooxy)phenyl]acetic acid